ethyl-(dimethyl)benzene C(C)C=1C(=C(C=CC1)C)C